BrC1=CC2=C(C3=C(O2)C=2C=CC=CC2C=C3)C=C1 9-bromonaphtho[1,2-b]benzofuran